COC=1C=C(C=C(C1C)OC)[C@@H]([C@H](CN1N=C2C(=CC=CC2=C1)C(=O)O)OCCC1=CC=CC=C1)O 2-((2S,3S)-3-(3,5-dimethoxy-4-methylphenyl)-3-hydroxy-2-phenethyloxypropyl)-2H-indazole-7-carboxylic acid